ClC1=C(C=2N=C(N=C(C2C(=N1)C)N1CCC=CC1)OC(C)C1N(CCC1)C)F 7-Chloro-4-(3,6-dihydropyridin-1(2H)-yl)-8-fluoro-5-methyl-2-(1-(1-methylpyrrolidin-2-yl)ethoxy)pyrido[4,3-d]pyrimidine